5-(3,5-dimethoxy-4-(piperidin-4-ylidenemethyl)phenyl)-1,3,4-trimethylpyrazin-2(1H)-one hydrochloride Cl.COC=1C=C(C=C(C1C=C1CCNCC1)OC)C=1N(C(C(N(C1)C)=O)C)C